4-(3,4-dihydroisoquinolin-2(1H)-yl)-5,7-dihydro-6H-pyrrolo[3,4-d]pyrimidine-6-carbonitrile C1N(CCC2=CC=CC=C12)C=1C2=C(N=CN1)CN(C2)C#N